FC1=C(C=CC=C1)SC (2-fluorophenyl)(methyl)sulfane